C(#N)C=1C=CC(=NC1)N=NC=1C(=CC(=C(C)C1)N)N 5-(5-cyano-2-pyridylazo)-2,4-diaminotoluene